C(CCCCC)NCCC[Si](OC)(OC)OC N-hexyl-3-aminopropyltrimethoxysilane